[Te-]C#N Tellurocyanat